CN(CCCC(CCCN(CC)C)=O)CC 1,7-Bis(methylethylamino)-4-Heptanone